C1(CCC1)OC1=CC=2N(C=C1C(=O)O)C=C(N2)C21COC(CC2)(C1)C 7-cyclobutoxy-2-(1-methyl-2-oxabicyclo[2.2.1]hept-4-yl)imidazo[1,2-a]pyridine-6-carboxylic acid